CON(C(C1=C(C(=NC(=C1)OC)OC)OC)=O)C N,2,3,6-tetramethoxy-N-methyl-isonicotinamide